COC1=CC=C(CN(C2=C(N=C3C(=N2)SC(=C3)C)C(=O)O)CC3=CC=C(C=C3)OC)C=C1 3-(bis(4-methoxybenzyl)amino)-6-methylthieno[2,3-b]pyrazine-2-carboxylic acid